(6aS,6a'S)-3,3'-((1,3-Phenylenebis(methylene))bis(oxy))bis(2-methoxy-8-(4-methoxyphenyl)-7,10-dihydrobenzo[e]pyrido[1,2-a][1,4]diazepin-12(6aH)-one) C1(=CC(=CC=C1)COC=1C(=CC2=C(N=C[C@H]3N(C2=O)CC=C(C3)C3=CC=C(C=C3)OC)C1)OC)COC=1C(=CC3=C(N=C[C@H]2N(C3=O)CC=C(C2)C2=CC=C(C=C2)OC)C1)OC